C(CCC=CCCC=CCC=C)=O 4,8,11-dodecatrienealdehyde